[Al+3].[Ti+4].[Si]([O-])([O-])([O-])[O-].ClC=1C=C(C(=O)NC2=CC=C(C=C2)C2(CCC2)C(NCCC)=O)C=C(C1)Cl 3,5-dichloro-N-{4-[1-(propylcarbamoyl)cyclobutyl]phenyl}benzamide silicate titanium aluminum